1,3-dichloro-4,4-dimethyl-2-oxotetrahydro-1H-imidazol-5-one ClN1C(N(C(C1=O)(C)C)Cl)=O